ClC=1C=C(C=CC1)S(=O)(=O)CC=1N=CN(C1)C1=CC=C(C=C1)C1=NOC(=N1)C(F)(F)F 3-(4-(4-(((3-chlorophenyl)sulfonyl)methyl)-1H-imidazol-1-yl)phenyl)-5-(trifluoromethyl)-1,2,4-oxadiazole